1-((6-amino-4-bromo-2-cyclopropyl-3-fluorophenyl)amino)-2-methylpropan-2-ol NC1=CC(=C(C(=C1NCC(C)(O)C)C1CC1)F)Br